5-(aminomethyl)indolin-2-one NCC=1C=C2CC(NC2=CC1)=O